C(CC)N([C@@H]1CC=2C=CC=C(C2CC1)O)CCC=1SC=CC1 (S)-6-[Propyl-(2-thiophen-2-yl-ethyl)amino]-5,6,7,8-tetrahydro-naphthalen-1-ol